FC(C(=O)O)(F)F.FC(C1=CC=C(C=C1)C#CC1CNCC1)(F)F 3-((4-(trifluoromethyl)phenyl)ethynyl)pyrrolidine 2,2,2-trifluoroacetate